(2R)-N-((S)-(3-chloro-2,4-difluorophenyl)(trans-3-methoxycyclobutyl)methyl)-2-methyl-3-oxopiperazine-1-carboxamide ClC=1C(=C(C=CC1F)[C@@H](NC(=O)N1[C@@H](C(NCC1)=O)C)[C@@H]1C[C@H](C1)OC)F